COC=1C=C(C=CC1OC)C1(CC1)\C=N/C (Z)-1-(1-(3,4-dimethoxyphenyl)cyclopropyl)-N-methylmethanimine